tert-butyl N-[3-({4-[(tert-butoxycarbonyl)amino]butyl}amino)propyl]carbamate C(C)(C)(C)OC(=O)NCCCCNCCCNC(OC(C)(C)C)=O